4-(2,6-difluorobenzyl)-2-(5-fluoro-6-((4-methylthiazol-5-yl)oxy)pyridin-3-yl)-2,4-dihydro-3H-1,2,4-triazol-3-one FC1=C(CN2C(N(N=C2)C=2C=NC(=C(C2)F)OC2=C(N=CS2)C)=O)C(=CC=C1)F